(7-(1-benzylpiperidin-3-yl)-2-methylpyrazolo[1,5-a]pyrimidin-3-yl)methylamine C(C1=CC=CC=C1)N1CC(CCC1)C1=CC=NC=2N1N=C(C2CN)C